1-(5-(hydroxy(4-(trifluoromethyl)phenyl)methyl)-3,4-dihydroisoquinolin-2(1H)-yl)((trifluoromethyl)sulfonyl)propan-1-one OC(C1=C2CCN(CC2=CC=C1)C(C(C)S(=O)(=O)C(F)(F)F)=O)C1=CC=C(C=C1)C(F)(F)F